BrC1=CC=C2C=3N(C(COC31)(C(=O)NC)C3=NC=CC=C3)C(N2)=O 7-bromo-N-methyl-2-oxo-4-pyridin-2-yl-1,2,4,5-tetrahydroimidazo[1,5,4-de][1,4]benzoxazine-4-carboxamide